tetranitromethan [N+](=O)([O-])C([N+](=O)[O-])([N+](=O)[O-])[N+](=O)[O-]